2-(benzyloxy)-6-fluoroquinoline-5-carbonitrile C(C1=CC=CC=C1)OC1=NC=2C=CC(=C(C2C=C1)C#N)F